C(#N)C1=CC(=C(CNC2=CC=CC(=N2)C2CCN(CC2)[C@@H](C)C2=NC3=C(N2C[C@H]2OCC2)C=C(C=C3)C(=O)OC)C=C1)F Methyl 2-((S)-1-(4-(6-((4-cyano-2-fluorobenzyl) amino) pyridin-2-yl) piperidin-1-yl) ethyl)-1-(((S)-oxetan-2-yl) methyl)-1H-benzimidazole-6-carboxylate